3-(4-indazol-2-ylmethyl-phenyl)-isoxazole-5-carboxylic acid amide N=1N(C=C2C=CC=CC12)CC1=CC=C(C=C1)C1=NOC(=C1)C(=O)N